C(CCC)P(O)(=O)CC(CCCC)CC butyl-(2-ethylhexyl)phosphinic acid